butyl (4-((6-bromo-3-hydroxypyridin-2-yl)carbamoyl)tetrahydro-2H-pyran-4-yl)carbamate BrC1=CC=C(C(=N1)NC(=O)C1(CCOCC1)NC(OCCCC)=O)O